(E)-5-((4-Amino-8-(4-(2-cyanovinyl)-2,6-dimethylphenyl)-6-fluoroquinazolin-2-yl)amino)pyrazine-2-carbonitrile NC1=NC(=NC2=C(C=C(C=C12)F)C1=C(C=C(C=C1C)\C=C\C#N)C)NC=1N=CC(=NC1)C#N